(2-fluoro-6-methylphenyl)-1-((4-methoxybenzyl)amino)isoquinoline-7-carbonitrile FC1=C(C(=CC=C1)C)C=1N=C(C2=CC(=CC=C2C1)C#N)NCC1=CC=C(C=C1)OC